tert-butyl 3-(7-bromo-6-chloro-8-fluoro-2-((1-(morpholinomethyl) cyclopropyl)methoxy) quinazolin-4-yl)-3,8-diazabicyclo[3.2.1]octane-8-carboxylate BrC1=C(C=C2C(=NC(=NC2=C1F)OCC1(CC1)CN1CCOCC1)N1CC2CCC(C1)N2C(=O)OC(C)(C)C)Cl